ethyl 2-(2-(((2-((1S,2S)-2-(3-chlorophenyl)cyclopropane-1-carboxamido)pyridin-4-yl)amino)methyl)-6-cyclopropylimidazo[1,2-a]pyridin-8-yl)acetate ClC=1C=C(C=CC1)[C@@H]1[C@H](C1)C(=O)NC1=NC=CC(=C1)NCC=1N=C2N(C=C(C=C2CC(=O)OCC)C2CC2)C1